N-(4-(4-amino-3-(3-fluoro-4-((4-methoxypyrimidin-2-yl)oxy)phenyl)-7-(1-methyl-1H-pyrazol-4-yl)thieno[3,2-c]pyridin-2-yl)-3-methylphenyl)methacrylamide NC1=NC=C(C2=C1C(=C(S2)C2=C(C=C(C=C2)NC(C(=C)C)=O)C)C2=CC(=C(C=C2)OC2=NC=CC(=N2)OC)F)C=2C=NN(C2)C